C(#N)C1=CC(=C(C=C1)C1C(=C(NC=2C(=CC=3N(C12)C=NN3)C)C)C#N)OC 9-(4-cyano-2-methoxyphenyl)-5,7-dimethyl-6,9-dihydro[1,2,4]triazolo[4,3-a][1,5]naphthyridine-8-carbonitrile